N-{5-chloro-4-pyrazolo[1,5-a]pyridin-3-ylpyrimidin-2-yl}-4-[3-dimethylaminoazetidin-1-yl]-6-methoxybenzene-1,3-diamine ClC=1C(=NC(=NC1)NC1=CC(=C(C=C1OC)N1CC(C1)N(C)C)N)C=1C=NN2C1C=CC=C2